3-{4-[benzyl(propan-2-yl)sulfamoyl]phenyl}-1-(pyridin-3-ylmethyl)urea C(C1=CC=CC=C1)N(S(=O)(=O)C1=CC=C(C=C1)NC(NCC=1C=NC=CC1)=O)C(C)C